Isopropyl (R)-3-(2-((3-hydroxy-5-(3-(phenylsulfonamido)phenyl)pent-4-yn-1-yl)oxy)phenyl)propanoate O[C@H](CCOC1=C(C=CC=C1)CCC(=O)OC(C)C)C#CC1=CC(=CC=C1)NS(=O)(=O)C1=CC=CC=C1